(E,E)-8,10-Tetradecadien CCCCCCC\C=C\C=C\CCC